FC=1C=C2C(=C(NC2=C(C1)F)C1=CC=C(C=C1)F)C1CC(C1)CNC(CC(=O)N)=O N1-(((1r,3r)-3-(5,7-difluoro-2-(4-fluorophenyl)-1H-indol-3-yl)cyclobutyl)-methyl)malonamide